OC1=CC=C(C=C1)C1=C(SC=C1)C=O (4-hydroxy-phenyl)-thiophene-2-formaldehyde